N-(4-((6-(4-cyanophenyl)-2-(1,1-difluoroethyl)pyrimidin-4-yl)amino)-5-methoxypyridin-2-yl)acetamide C(#N)C1=CC=C(C=C1)C1=CC(=NC(=N1)C(C)(F)F)NC1=CC(=NC=C1OC)NC(C)=O